COCC1=C(CNC(OC(C)(C)C)=O)C=CC(=C1)C#C[Si](C)(C)C Tert-butyl 2-(methoxymethyl)-4-((trimethylsilyl)ethynyl)benzylcarbamate